2-Bromo-N-(3-(3-cyclopropyl-5-((2-fluoro-4-iodophenyl)amino)-6,8-dimethyl-2,4,7-trioxo-3,4,6,7-tetrahydropyrido[4,3-d]pyrimidin-1(2H)-yl)phenyl)acetamide BrCC(=O)NC1=CC(=CC=C1)N1C(N(C(C=2C1=C(C(N(C2NC2=C(C=C(C=C2)I)F)C)=O)C)=O)C2CC2)=O